(R)-2-((3,3-diphenylallyl)(1-(4-methoxyphenyl)ethyl)amino)ethanol C1(=CC=CC=C1)C(=CCN(CCO)[C@H](C)C1=CC=C(C=C1)OC)C1=CC=CC=C1